ClC1=CN(C2=CC=C(C=C12)C=1N=C(NC1C1=NC(=CC=C1)C)NCC1=C(C=CC=C1)F)C1OCCCC1 4-(3-chloro-1-(tetrahydro-2H-pyran-2-yl)-1H-indol-5-yl)-N-(2-fluorobenzyl)-5-(6-methylpyridin-2-yl)-1H-imidazol-2-amine